ClC1=NC(=CC(=C1NC(C)C)N)C 2-chloro-N-isopropyl-6-methylpyridine-3,4-diamine